2-[[6-(2-bromoacetyl)-5-ethylsulfanyl-3-pyridinyl]oxy]-2-methyl-propionitrile BrCC(=O)C1=C(C=C(C=N1)OC(C#N)(C)C)SCC